FC1=C(C(=CC(=C1)OC)F)C1=C(C(N(N1C)C1=CC(=CC=C1)F)=O)NC(C1=CC=C(C=C1)OC(F)(F)F)=O N-[5-(2,6-difluoro-4-methoxyphenyl)-2-(3-fluorophenyl)-1-methyl-3-oxo-2,3-dihydro-1H-pyrazol-4-yl]-4-(trifluoromethoxy)benzamide